(R)-2-(5-fluoro-2-(hydroxymethyl)benzyl)-3-(methoxymethyl)-7-(2-((1-methyl-1H-pyrazol-5-yl)amino)-5-(trifluoromethyl)pyridin-4-yl)-3,4-dihydropyrrolo[1,2-a]pyrazin-1(2H)-one FC=1C=CC(=C(CN2C(C=3N(C[C@@H]2COC)C=C(C3)C3=CC(=NC=C3C(F)(F)F)NC3=CC=NN3C)=O)C1)CO